(R)-3-(5-bromo-3-((2-(2-ethoxy-2-oxoethyl)phenoxy)methyl)-1H-indazol-1-yl)pyrrolidine-1-carboxylic acid ethyl ester C(C)OC(=O)N1C[C@@H](CC1)N1N=C(C2=CC(=CC=C12)Br)COC1=C(C=CC=C1)CC(=O)OCC